(3S)-((1-ethyl-1H-1,2,3-triazol-4-yl)methoxy)-2,2-dimethyl-3-(4-methyl-3-(((S)-4-methyl-1,1-dioxido-4,5-dihydropyrido[2,3-f][1,2]thiazepin-2(3H)-yl)methyl)phenyl)propanoic acid C(C)N1N=NC(=C1)CO[C@H](C(C(=O)O)(C)C)C1=CC(=C(C=C1)C)CN1S(C2=C(C[C@@H](C1)C)N=CC=C2)(=O)=O